The molecule is one of three isomeric monoterpenes differing in the positions of their two double bonds (alpha- and beta-terpinene being the others). In gamma-terpinene the double bonds are at the 1- and 4-positions of the p-menthane skeleton. It has a role as an antioxidant, a plant metabolite, a volatile oil component and a human xenobiotic metabolite. It is a monoterpene and a cyclohexadiene. CC1=CCC(=CC1)C(C)C